3-(5-(((3S,4R)-4-(4-amino-3-(4-phenoxyphenyl)-1H-pyrazolo[3,4-d]pyrimidin-1-yl)-3-fluoropiperidin-1-yl)methyl)-7-fluoro-1-oxoisoindolin-2-yl)piperidine-2,6-dione NC1=C2C(=NC=N1)N(N=C2C2=CC=C(C=C2)OC2=CC=CC=C2)[C@H]2[C@H](CN(CC2)CC=2C=C1CN(C(C1=C(C2)F)=O)C2C(NC(CC2)=O)=O)F